4-methoxy-3-(oxo-methyl)benzenesulfonyl fluoride COC1=C(C=C(C=C1)S(=O)(=O)F)C=O